FC1=C(C#N)C=CC(=C1)NC=1C=C2CCN(CC2=CC1)CC(C=1C(=C2COC(C2=CC1)=O)C)O 2-fluoro-4-((2-(2-hydroxy-2-(4-methyl-1-oxo-1,3-dihydroisobenzofuran-5-yl)ethyl)-1,2,3,4-tetrahydroisoquinolin-6-yl)amino)benzonitrile